FC=1C(=C(C=NC1N1C([C@@H]2C[C@@H]2C1)=O)[C@@H](C)N1N=NC(=C1)C(=O)N)C |o1:14| 1-((R or S)-1-(5-fluoro-4-methyl-6-((1R,5S)-2-oxo-3-azabicyclo[3.1.0]hexan-3-yl)pyridin-3-yl)ethyl)-1H-1,2,3-triazole-4-carboxamide